C(C)(C)(C)OC(=O)N[C@H]1CSC2=C(NC1=O)C=CC(=C2)F (3R)-3-(tert-Butoxycarbonylamino)-8-fluoro-4-oxo-3,5-dihydro-2H-1,5-benzothiazepine